tert-butyl (2R,5S)-5-methyl-2-[2-[(3S)-1-methyl-3-piperidyl]-1,3-benzothiazol-5-yl]piperidine-1-carboxylate C[C@H]1CC[C@@H](N(C1)C(=O)OC(C)(C)C)C=1C=CC2=C(N=C(S2)[C@@H]2CN(CCC2)C)C1